2-Chloro-4-fluoro-N-methyl-N-[(1S)-2-methyl-1-(piperidin-1-yl-methyl)propyl]benzamide ClC1=C(C(=O)N([C@@H](C(C)C)CN2CCCCC2)C)C=CC(=C1)F